(S)-2-(2-(3-(3-chloropyridin-2-yloxy)pyrrolidin-1-yl)-5-(2-(methoxymethyl)phenoxy)phenyl)ethanol ClC=1C(=NC=CC1)O[C@@H]1CN(CC1)C1=C(C=C(C=C1)OC1=C(C=CC=C1)COC)CCO